2,2-dimethylbutyric acid CC(C(=O)O)(CC)C